Isopropyl-n-butylether C(C)(C)OCCCC